N-Boc-piperidine-4-carboxylic acid CC(C)(C)OC(=O)N1CCC(CC1)C(=O)O